C(C)OC(=O)C1=CC=C2C(=N1)N(C(=N2)CCl)CC2(CC2)CF 2-(chloromethyl)-3-((1-(fluoromethyl)Cyclopropyl)methyl)-3H-imidazo[4,5-b]pyridine-5-carboxylic acid ethyl ester